3-(2-isopropylphenyl)propanenitrile C(C)(C)C1=C(C=CC=C1)CCC#N